3-[4-(2-hydroxyethyl)piperazin-1-yl]Propane-1-sulfonic acid OCCN1CCN(CC1)CCCS(=O)(=O)O